N1(N=NC=C1)C1=NC=C(C2=CC=CC=C12)[C@@H](C)N(C(=O)NC1=CC(=C(C=C1)F)Cl)C (R)-1-(1-(1-(1H-1,2,3-triazol-1-yl)isoquinolin-4-yl)ethyl)-3-(3-chloro-4-fluorophenyl)-1-methylurea